5-(4-phenoxyphenyl)-7-(1,4-dioxaspiro[4.5]decan-8-yl)imidazo[5,1-f][1,2,4]triazin-4-amine O(C1=CC=CC=C1)C1=CC=C(C=C1)C=1N=C(N2N=CN=C(C21)N)C2CCC1(OCCO1)CC2